(S)-6,7-difluoro-4-oxochromane-2-carboxylic acid FC=1C=C2C(C[C@H](OC2=CC1F)C(=O)O)=O